2-(4-amino-8-methyl-6-(2-methylpyrimidin-5-yl)-9H-pyrimido[4,5-b]indol-9-yl)acetic acid NC1=NC=NC=2N(C3=C(C=C(C=C3C21)C=2C=NC(=NC2)C)C)CC(=O)O